COC([C@@](CCOCCOCC1=CC=CC=C1)(C(=O)OC(C)(C)C)N)=O (S)-2-Boc-amino-4-(2-benzyloxyethoxy)butanoic acid methyl ester